[Si](C1=CC=CC=C1)(C1=CC=CC=C1)(C(C)(C)C)OC1C(COC1)N1C[C@@H]([C@H](CC1)C1=C(C=C2C=NC(=NC2=C1)NC=1C=NN(C1Cl)C1C(C1)(F)F)Cl)F (3R,4R)-7-(1-(4-((tert-butyldiphenylsilyl)oxy)tetrahydrofuran-3-yl)-3-fluoropiperidin-4-yl)-6-chloro-N-(5-chloro-1-(2,2-difluorocyclopropyl)-1H-pyrazol-4-yl)quinazolin-2-amine